C(C)(C)(C)OP(=O)(OC(C)(C)C)CCCOC1=C(C(=C(OCC23CC4CC(CC(C2)C4)C3)C=C1)F)F 1-[[4-(3-ditert-butoxyphosphorylpropoxy)-2,3-difluoro-phenoxy]methyl]adamantane